5-[2-(2-{[(4aR,8aS)-decahydroquinoline-1-sulfonyl]amino}phenyl)ethynyl]pyridine-2-carboxylic acid N1(CCC[C@H]2CCCC[C@H]12)S(=O)(=O)NC1=C(C=CC=C1)C#CC=1C=CC(=NC1)C(=O)O